N-(2-chloro-6-methylphenyl)-2-((6-(4-(7-((2-(2,6-dioxopiperidin-3-yl)-1-oxoisoindolin-4-yl)amino)-7-oxoheptanoyl)piperazin-1-yl)-2-methylpyrimidin-4-yl)amino)thiazole-5-carboxamide ClC1=C(C(=CC=C1)C)NC(=O)C1=CN=C(S1)NC1=NC(=NC(=C1)N1CCN(CC1)C(CCCCCC(=O)NC1=C2CN(C(C2=CC=C1)=O)C1C(NC(CC1)=O)=O)=O)C